NCC=1C=CC(=C(C(=O)N[C@H](C)C2=CC(=CC(=C2)N2CCOCC2)C=2C=NN(C2)C)C1)C (R)-5-(aminomethyl)-2-methyl-N-(1-(3-(1-methyl-1H-pyrazol-4-yl)-5-morpholinophenyl)ethyl)benzamide